C1(=CC=CC2=CC=CC=C12)N(C1=CC=2C(C3=CC(=CC=C3C2C=C1)N(C1=CC=CC=C1)C1=CC=CC2=CC=CC=C12)(CCCCCCCC)CCCCCCCC)C1=CC=CC=C1 N2,N7-Di(naphthalene-1-yl)-9,9-dioctyl-N2,N7-diphenyl-9H-fluorene-2,7-diamine